Ethylenglycol bis(3-mercaptopropionat) SCCC(=O)OCCOC(CCS)=O